O=C1NNC(C2=CC=CC=C12)=O 1,4-dioxo-1,2,3,4-tetrahydrophthalazin